CN(C1=CC=C(C=C1)/C=C/C=C/C=1SC2=C([N+]1CC)C=CC(=C2)O)C 2-((1E,3E)-4-(4-(dimethylamino)phenyl)buta-1,3-dienyl)-3-ethyl-6-hydroxy-benzo[d]thiazole-3-ium